6-[5-(3-cyano-5-fluorophenyl)-1,2,4-oxadiazol-3-yl]pyridine C(#N)C=1C=C(C=C(C1)F)C1=NC(=NO1)C1=CC=CC=N1